(2S)-2-amino-1-(3-bromo-5-chloro-7-{[(furan-2-yl)methyl]amino}thieno[3,2-b]pyridin-2-yl)propan-1-ol dihydrochloride Cl.Cl.N[C@H](C(O)C1=C(C2=NC(=CC(=C2S1)NCC=1OC=CC1)Cl)Br)C